OC1=CC=C(\C=C\2/OC3=C(C2=O)C=CC(=C3)O)C=C1 (Z)-2-(4-hydroxybenzylidene)-6-hydroxybenzofuran-3(2H)-one